C(C)C=1N=C(SC1C)[C@H](CC1=CC=C(C=C1)NS(O)(=O)=O)NC([C@H](CC1=CC=CC=C1)C(=O)OC)=O 4-{(S)-2-(4-Ethyl-5-methylthiazol-2-yl)-2-[(S)-2-(methoxy-carbonyl)-3-phenyl-propanamido]ethyl}phenylsulfamic acid